N-(4-cyclobutyl-3-(3,3-dimethylcyclobutyl)-1-methyl-1H-pyrazol-5-yl)-3,3-difluorocyclobutane-1-carboxamide C1(CCC1)C=1C(=NN(C1NC(=O)C1CC(C1)(F)F)C)C1CC(C1)(C)C